C(C1=CC=CC=C1)N(C(=O)[C@H]1N(CCC1)C([C@H](C(C)(C)C)NC(=O)C1=CC2=C(S1)C=CC(=C2)C(F)(F)P(O)(O)=O)=O)C2CCOCC2 ((2-(((S)-1-((S)-2-(benzyl(tetrahydro-2H-pyran-4-yl)carbamoyl)pyrrolidin-1-yl)-3,3-dimethyl-1-oxobutan-2-yl)carbamoyl)benzo[b]thiophen-5-yl)difluoromethyl)phosphonic acid